OCCNC1=C(C=C(C=C1)C)[N+](=O)[O-] 4-[(2-Hydroxyethyl)amino]-3-nitro-1-methylbenzol